4-(4-(4-Acryloylpiperazin-1-yl)-3-hydroxyphenyl)-6-(1-methyl-1H-pyrazol-4-yl)pyrazolo[1,5-a]pyridine-3-carbonitrile C(C=C)(=O)N1CCN(CC1)C1=C(C=C(C=C1)C=1C=2N(C=C(C1)C=1C=NN(C1)C)N=CC2C#N)O